FC1N(C2=CC=CC=C2C2(C1)C(CCCC2)C(F)(F)F)S(=O)(=O)C2=CC=C(C=C2)C(F)(F)F fluoro-2-(trifluoromethyl)-1'-((4-(trifluoromethyl)phenyl)sulfonyl)-2',3'-dihydro-1'H-spiro[cyclohexane-1,4'-quinoline]